4-chloro-N-{3-[2-(3,4-dichlorophenoxy)acetamido]bicyclo[1.1.1]pent-1-yl}-3-fluorobenzamide ClC1=C(C=C(C(=O)NC23CC(C2)(C3)NC(COC3=CC(=C(C=C3)Cl)Cl)=O)C=C1)F